7-isopropoxy-N-(1-methyl-2-oxo-1,2-dihydropyridin-3-yl)-2-(1-methyl-2-oxabicyclo[2.1.1]hexan-4-yl)imidazo[1,2-a]pyrimidine-6-carboxamide C(C)(C)OC1=NC=2N(C=C1C(=O)NC=1C(N(C=CC1)C)=O)C=C(N2)C21COC(C2)(C1)C